C(C)(C)(C)P(CCCS(=O)(=O)[O-])C(C)(C)C 3-(di-tert-butylphosphino)propane-1-sulfonate